1-(4-{[6-(5-chloro-2-fluorophenyl)-3-methylpyridazin-4-yl]amino}pyridin-2-yl)-3-[2-(4-methylpiperazin-1-yl)ethyl]urea ClC=1C=CC(=C(C1)C1=CC(=C(N=N1)C)NC1=CC(=NC=C1)NC(=O)NCCN1CCN(CC1)C)F